FC1=C(CN2N=C(C=3C2=NC=C(C3)F)C(=N)N)C(=CC=C1)F 1-(2,6-Difluorobenzyl)-5-fluoro-1H-pyrazolo[3,4-b]pyridine-3-carboxamidine